4-(4-(1-(2-(dimethylamino)-2-oxoethyl)-1H-pyrazol-4-yl)phenyl)-N,3-dimethylthieno[2,3-c]pyridine-2-carboxamide CN(C(CN1N=CC(=C1)C1=CC=C(C=C1)C1=C2C(=CN=C1)SC(=C2C)C(=O)NC)=O)C